COC(=O)C1=NC=C(N=C1)N1N=CC=N1 5-(2H-1,2,3-triazol-2-yl)Pyrazine-2-carboxylic acid methyl ester